3-mercaptobutyrat SC(CC(=O)[O-])C